N-(5-(5-((4-methoxybenzyl)oxy)benzo[d]oxazol-2-yl)-8-(methylamino)-2,7-naphthyridin-3-yl)cyclopropanecarboxamide COC1=CC=C(COC=2C=CC3=C(N=C(O3)C3=C4C=C(N=CC4=C(N=C3)NC)NC(=O)C3CC3)C2)C=C1